1-{3-[(1R)-1-aminoethyl]2-fluorophenyl}-1,1-difluorobutan-2-ol N[C@H](C)C=1C(=C(C=CC1)C(C(CC)O)(F)F)F